hydroxy-3-azido-coumarin OC1=C(C(OC2=CC=CC=C12)=O)N=[N+]=[N-]